CC1=CC=C2C=NC(=NC2=C1C1=NC=CC(=C1)NC(C=C)=O)NC=1C=NC(=CC1)N1CCOCC1 N-(2-(7-methyl-2-((6-morpholinylpyridin-3-yl)amino)quinazolin-8-yl)pyridin-4-yl)acrylamide